iridium bis[2-(2,4-difluorophenyl)-5-trifluoromethylpyridine] FC1=C(C=CC(=C1)F)C1=NC=C(C=C1)C(F)(F)F.FC1=C(C=CC(=C1)F)C1=NC=C(C=C1)C(F)(F)F.[Ir]